(S)-2-amino-N-(2-((4-bromo-2,5-dimethoxyphenethyl)amino)-2-oxoethyl)-N-methyl-3-phenylpropanamide N[C@H](C(=O)N(C)CC(=O)NCCC1=C(C=C(C(=C1)OC)Br)OC)CC1=CC=CC=C1